[Si](C)(C)(C(C)(C)C)O[C@H]1[C@@H](O[C@@H]([C@H]1OCCC#N)CO[Si](C)(C)C(C)(C)C)N1C2=NC=NC(=C2N=C1)NC(C1=CC=CC=C1)=O N-(9-((2R,3R,4R,5R)-3-((tert-butyldimethylsilyl)oxy)-5-(((tert-butyldimethylsilyl)oxy)methyl)-4-(2-cyanoethoxy)tetrahydrofuran-2-yl)-9H-purin-6-yl)benzamide